CN1CCN(CC1)[C@H](C)C1=CC=C(C=C1)Br |o1:7| 1-methyl-4-[rel-(1R)-1-(4-bromophenyl)ethyl]piperazine